CC(C(C#C)O)C 4-methyl-3-hydroxy-1-pentyne